(2S)-2-[[(2S)-2-[9H-fluorene-9-ylmethoxycarbonyl-(methyl)amino]-4-methylpentanoyl]-methylamino]-3-methylbutanoic acid C1=CC=CC=2C3=CC=CC=C3C(C12)COC(=O)N([C@H](C(=O)N([C@H](C(=O)O)C(C)C)C)CC(C)C)C